CC1=CC=C(C=C1)C=1C=C(C(N(N1)C=1C=NN(C1)C)=O)C(=O)NCC(C(F)(F)F)O (+)-6-(4-methylphenyl)-2-(1-methyl-1H-pyrazol-4-yl)-3-oxo-N-(3,3,3-trifluoro-2-hydroxypropyl)-2,3-dihydropyridazine-4-carboxamide